tert-butyl (2R,5S)-2,5-dimethyl-4-(5-(prop-1-en-2-yl)-7-tosyl-7H-pyrrolo[2,3-d]pyrimidin-4-yl)piperazine-1-carboxylate C[C@H]1N(C[C@@H](N(C1)C=1C2=C(N=CN1)N(C=C2C(=C)C)S(=O)(=O)C2=CC=C(C)C=C2)C)C(=O)OC(C)(C)C